ClC1=C2C(NC(=NC2=CC=C1)[C@H]1N(CC2(CC2)C1)C(=O)OC(C)(C)C)=O tert-butyl (S)-6-(5-chloro-4-oxo-3,4-dihydroquinazolin-2-yl)-5-azaspiro[2.4]heptane-5-carboxylate